(Z)-1-(2-Ethyl-4-(1-(4-(trifluoromethoxy)phenyl)-1H-1,2,4-triazol-3-yl)phenyl)-3-(3-(5-methyl-2-(3,3,3-trifluoropropoxy)phenyl)-4-oxothiazolidin-2-ylidene)urea C(C)C1=C(C=CC(=C1)C1=NN(C=N1)C1=CC=C(C=C1)OC(F)(F)F)NC(=O)\N=C\1/SCC(N1C1=C(C=CC(=C1)C)OCCC(F)(F)F)=O